2-(4-((4-bromobenzyl)amino)piperazin-1-yl)-8-nitro-6-(trifluoromethyl)-4H-benzo[e][1,3]thiazin-4-one BrC1=CC=C(CNN2CCN(CC2)C=2SC3=C(C(N2)=O)C=C(C=C3[N+](=O)[O-])C(F)(F)F)C=C1